C1(=CC(=CC=C1)C[C@H]1[C@H](CC[C@H]2CCCC(N12)=O)NS(=O)(=O)C)C1=CC=CC=C1 |r| rac-N-{(3S,4S,9aR)-4-[([1,1'-biphenyl]-3-yl)methyl]-6-oxooctahydro-2H-quinolizin-3-yl}methanesulfonamide